CC1=C(C(=C(S1)C1=CC=C(C(=N1)C)O[C@@H]1C[C@H](CCC1)C(=O)[O-])CNC)Cl (1S,3S)-3-((6-(5-Methyl chloro-3-((methylamino)methyl)thiophen-2-yl)-2-methylpyridin-3-yl)oxy)cyclohexane-1-carboxylate